COC1=C(C=CC=C1)\C=C\C\C=C\C1=C(C=CC=C1)OC (1E,4E)-1,5-bis(2-methoxyphenyl)penta-1,4-diene